trityl-aniline C(C1=CC=CC=C1)(C1=CC=CC=C1)(C1=CC=CC=C1)NC1=CC=CC=C1